[N+](=O)([O-])C=1C=C(C(=O)OC)C=C(C1)C(=O)N1CCC(CC1)CCCCNC(\C=C\C=1C=NC=CC1)=O Methyl (E)-3-nitro-5-(4-(4-(3-(pyridin-3-yl)acrylamido)butyl)-piperidine-1-carbonyl)benzoate